CS(=O)(=O)O.CS(=O)(=O)O.C(C)(C)(C)C=1NC(=C(N1)C1=CC=C2C(=N1)N(C(=N2)N)CC(C)C)C2=CC=C(C=C2)F 5-[2-tert-butyl-5-(4-fluorophenyl)-1H-imidazol-4-yl]-3-isobutyl-3H-imidazo[4,5-b]pyridin-2-ylamine dimethanesulfonate